(3R)-3-[8-[(4R)-1-[1-[1-[3-amino-6-(2-hydroxyphenyl)pyridazin-4-yl]pyrazol-4-yl]-4-piperidyl]-3,3-difluoro-4-piperidyl]-2,3-dihydro-1,4-benzoxazin-4-yl]piperidine-2,6-dione NC=1N=NC(=CC1N1N=CC(=C1)N1CCC(CC1)N1CC([C@H](CC1)C1=CC=CC=2N(CCOC21)[C@H]2C(NC(CC2)=O)=O)(F)F)C2=C(C=CC=C2)O